4-amino-8-(1-methyl-1H-1,2,4-triazol-5-yl)-N-propylisoquinoline-3-carboxamide NC1=C(N=CC2=C(C=CC=C12)C1=NC=NN1C)C(=O)NCCC